3-(6-(((3S,4S)-1-((allyloxy)carbonyl)-4-fluoropiperidin-3-yl)amino)pyridin-2-yl)imidazo[1,2-a]pyridine-7-carboxylic acid C(C=C)OC(=O)N1C[C@@H]([C@H](CC1)F)NC1=CC=CC(=N1)C1=CN=C2N1C=CC(=C2)C(=O)O